4-(2-(((2-fluoroethyl)amino)ethyl)benzyl)-2-(o-tolyl)-1H-indol-5-ol FCCNCCC1=C(CC2=C3C=C(NC3=CC=C2O)C2=C(C=CC=C2)C)C=CC=C1